N-((6-((3S,5R)-3,5-dimethylpiperazin-1-yl)pyridin-2-yl)methyl)-5-(2-methylpyrimidin-5-yl)-7H-pyrrolo[2,3-d]pyrimidin-4-amine C[C@H]1CN(C[C@H](N1)C)C1=CC=CC(=N1)CNC=1C2=C(N=CN1)NC=C2C=2C=NC(=NC2)C